CCCC(CCCCCCCCCCCC)O 4-hexadecanyl alcohol